2-(((3R,4S)-3-hydroxy-3-(hydroxymethyl)-4-((6-(trifluoromethyl)pyridin-3-yl)oxy)pyrrolidin-1-yl)sulfonyl)-5-(trifluoromethyl)benzonitrile O[C@]1(CN(C[C@@H]1OC=1C=NC(=CC1)C(F)(F)F)S(=O)(=O)C1=C(C#N)C=C(C=C1)C(F)(F)F)CO